COC1=CC=C(CSC2=C(C3=CC=CC=C3C=C2)O)C=C1 ((4-methoxybenzyl)thio)naphthalen-1-ol